C(C(C)C)(=O)OC1=CC=C2C=CCC2=C1C 7-methylinden-6-yl isobutyrate